C1(CCC1)CCCNC(=O)C=1OC2=C(C=C(C=C2C(C1)=O)F)O N-(3-cyclobutylpropyl)-6-fluoro-8-hydroxy-4-oxo-4H-chromene-2-carboxamide